ClC1=C(C=CC(=C1)Cl)C=1CCCC2=C(C1C1=C(C=C(C=C1F)N1CCC(CC1)C(OC)OC)F)C=CC(=C2)C(=O)OC methyl 8-(2,4-dichlorophenyl)-9-(4-(4-(dimethoxymethyl)piperidin-1-yl)-2,6-difluorophenyl)-6,7-dihydro-5H-benzo[7]annulene-3-carboxylate